3-(methylcarbamoyl)phenylboronic acid CNC(=O)C=1C=C(C=CC1)B(O)O